IC1=C(C=C(C=2C(C3=C(C=C(C=C3C(C12)=O)C)O)=O)O)O 4-iodo-1,3,8-trihydroxy-6-methyl-9,10-dihydroanthracene-9,10-dione